CN(CCNC(=O)C1(CCCCC1)NC(CCCC1=CC=C(C=C1)CC1=C(C=CC(=C1)[C@@H]1O[C@@H]([C@H]([C@@H]([C@H]1O)O)O)CC)C)=O)C (2-dimethylaminoethyl)-1-[4-[4-[[5-[(2S,3R,4S,5S,6R)-6-ethyl-3,4,5-trihydroxy-tetrahydropyran-2-yl]-2-methyl-phenyl]methyl]phenyl]butyrylamino]cyclohexylcarboxamide